C(C)OC(=O)C=1OC2=C(C1C)C=C(C=C2)S(N(CCC2=CC=CC=C2)C2=C(C=CC=C2)N2CCN(CC2)C(=O)C=2SC=C(C2)Br)(=O)=O 5-(N-(2-(4-(4-bromothiophene-2-carbonyl)piperazin-1-yl)phenyl)-N-phenethylsulfamoyl)-3-methylbenzofuran-2-carboxylic acid ethyl ester